tert-butyl (S)-2-(8-(2,4-dioxotetrahydropyrimidin-1(2H)-yl)-10-methyl-1,2,4a,5-tetrahydrobenzo[b]pyrazino[1,2-d][1,4]oxazin-3(4H)-yl)acetate O=C1N(CCC(N1)=O)C=1C=C(C2=C(OC[C@H]3N2CCN(C3)CC(=O)OC(C)(C)C)C1)C